15-ketoeicosapentaenoic acid O=C(CCCC=CC=CC=CC=CC=CC(=O)O)CCCCC